CC1(OCCC(C1)N)C 2,2-dimethyltetrahydro-2H-pyran-4-amine